C(=CC1=CC=CC=C1)[Si](OC)(OC)OC Styryl-trimethoxysilane